5-amino-1,3,3-trimethyl-cyclohexanecarbonitrile NC1CC(CC(C1)(C#N)C)(C)C